1-[4-(2-{7,8-dimethyl-[1,2,4]triazolo[1,5-a]pyridin-6-yl}-3-(propan-2-yl)-1H-pyrrolo[3,2-b]pyridin-5-yl)(2,2,3,3,5,5,6,6-2H8)piperazin-1-yl]-2-(dimethylamino)(2H2)ethan-1-one CC1=C(C=2N(C=C1C1=C(C3=NC(=CC=C3N1)N1C(C(N(C(C1([2H])[2H])([2H])[2H])C(C(N(C)C)([2H])[2H])=O)([2H])[2H])([2H])[2H])C(C)C)N=CN2)C